OC1(CCC(CC1)C1CC12N(CCC(C2)C(=O)N)C(=O)C2=NNC(=C2)C2=NC=NC(=C2)OC)C(F)(F)F ((1r,4R)-4-hydroxy-4-(trifluoromethyl)cyclohexyl)-4-(5-(6-methoxypyrimidin-4-yl)-1H-pyrazole-3-carbonyl)-4-azaspiro[2.5]octane-7-carboxamide